O=C(CC(=O)SCCNC(CCNC([C@@H](C(COP(OP(OC[C@@H]1[C@H]([C@H]([C@@H](O1)N1C=NC=2C(N)=NC=NC12)O)OP(=O)(O)O)(=O)O)(=O)O)(C)C)O)=O)=O)CC Beta-ketovaleryl-CoA